7,7-dimethyl-1-octanol CC(CCCCCCO)(C)C